(2S,4R)-N-((3-(4-chlorophenyl)-1,2,4-oxadiazol-5-yl)methyl)-1-(3-ethoxybenzoyl)-4-hydroxypyrrolidine-2-carboxamide ClC1=CC=C(C=C1)C1=NOC(=N1)CNC(=O)[C@H]1N(C[C@@H](C1)O)C(C1=CC(=CC=C1)OCC)=O